FC=1C(=CC=2C3=C(C(N(C2C1)CCC(=O)NC1=C(C=C(C=C1)F)F)=O)C=NN3C)F 3-{7,8-difluoro-1-methyl-4-oxo-1h,4h,5h-pyrazolo[4,3-c]quinolin-5-yl}-N-(2,4-difluorophenyl)propanamide